(6R)-6-{[9-chloro-2-(4-methoxyphenyl)[1,2,4]triazolo[1,5-c]quinazolin-5-yl]amino}-1,4-diazepan-5-one ClC1=CC=2C=3N(C(=NC2C=C1)N[C@H]1C(NCCNC1)=O)N=C(N3)C3=CC=C(C=C3)OC